ClC=1C(=NC(=NC1)NC1=C(C=C(C(=C1)C)C=1C[C@@H](N[C@@H](C1)CC)CC)OC(C)C)NC1=C(C=CC=C1)S(=O)(=O)C(C)C 5-chloro-N2-(4-((cis)-2,6-diethyl-1,2,3,6-tetrahydropyridin-4-yl)-2-isopropoxy-5-methylphenyl)-N4-(2-(isopropyl-sulfonyl)phenyl)pyrimidine-2,4-diamine